NC1=NC=2C=CC(=CC2C2=C1C=NN2C)C(=O)N([C@@H]2COCC1=NC(=CC=C12)C(F)(F)F)CC 4-amino-N-ethyl-1-methyl-N-((5S)-2-(trifluoromethyl)-5,8-dihydro-6H-pyrano[3,4-b]pyridin-5-yl)-1H-pyrazolo[4,3-c]quinoline-8-carboxamide